(1R,2R)-2-fluoro-N-(3-(6-(1-hydroxybut-3-en-1-yl-1-d)-4-methylpyridin-3-yl)-1-methyl-2-oxo-1,2-dihydro-1,6-naphthyridin-7-yl)cyclopropane-1-carboxamide F[C@H]1[C@H](C1)C(=O)NC1=NC=C2C=C(C(N(C2=C1)C)=O)C=1C=NC(=CC1C)C(CC=C)([2H])O